ClC1=C(C#N)C=CC(=C1C)N[C@H]1[C@](CCC1)(C)O 2-Chloro-4-[[(1R-2R)-2-hydroxy-2-methylcyclopentyl]amino]-3-methyl-benzonitrile